(2S,5S)-hydroxypiperidine ON1CCCCC1